1-(6-(((3R,4R)-1-(5-chloro-4-((1-methyl-2-oxoindolin-5-yl)amino)pyrimidin-2-yl)-3-methylpiperidin-4-yl)amino)-1-methyl-1H-indazol-3-yl)pyrimidine-2,4(1H,3H)-dione ClC=1C(=NC(=NC1)N1C[C@H]([C@@H](CC1)NC1=CC=C2C(=NN(C2=C1)C)N1C(NC(C=C1)=O)=O)C)NC=1C=C2CC(N(C2=CC1)C)=O